C(C1=CC=CC=C1)O[C@@H]1C[C@H]2[C@@H](O[C@@H]1CCO)[C@@H]([C@H]([C@@H](O2)CC(OC)OC)OCC2=CC=C(C=C2)OC)C 2-((2R,3R,4aS,6S,7R,8R,8aS)-3-(benzyloxy)-6-(2,2-dimethoxyethyl)-7-((4-methoxybenzyl)oxy)-8-methyloctahydropyrano[3,2-b]pyran-2-yl)ethanol